2-chloro-3-(3-(tert-butylmercapto)Phenyl)pyrimidine-2-carboxamide ClC1(N=CC=CN1C1=CC(=CC=C1)SC(C)(C)C)C(=O)N